tert-butyl (4-(4-formylpiperidin-1-yl)phenyl)carbamate C(=O)C1CCN(CC1)C1=CC=C(C=C1)NC(OC(C)(C)C)=O